BrN[C@@H](CCSCC)C(=O)O bromoethionine